tert-Butyl-(3S,4R)-N-(naphthalen-1-yl)-4-[4-(trifluoromethyl)phenyl]pyrrolidine-3-carboxamide C(C)(C)(C)N1C[C@H]([C@@H](C1)C1=CC=C(C=C1)C(F)(F)F)C(=O)NC1=CC=CC2=CC=CC=C12